Aminoethylglutarate NCCOC(CCCC(=O)[O-])=O